(12z)-1-oxacyclohexadec-12-en-2-one O1C(CCCCCCCCC\C=C/CCC1)=O